SCCSC(CO)CSCC(CSCC(CS)SCCS)S 2-(2-mercaptoethylthio)-3-{2-mercapto-3-[3-mercapto-2-(2-mercaptoethylthio)-propylthio]propylthio}-propan-1-ol